1-[3-(Difluoromethoxy)azetidin-1-yl]-2-[6-[3-(difluoromethyl)-4-fluoro-phenyl]pyrazolo[4,3-b]pyridin-1-yl]ethanone FC(OC1CN(C1)C(CN1N=CC2=NC=C(C=C21)C2=CC(=C(C=C2)F)C(F)F)=O)F